hexen-1-ol CCCCC=CO